CC1=C(C=NC(=C1)C(F)(F)F)S(=O)(=O)N1CCC2(CC(C2)N2CC3(COC3)C2)CC1 6-(7-((4-methyl-6-(trifluoromethyl)pyridin-3-yl)sulfonyl)-7-azaspiro[3.5]non-2-yl)-2-oxa-6-azaspiro[3.3]heptane